ClC=1C(=NC=CC1C1=C(C(=CC=C1)NC1=NC=CC(=C1F)CNCCO)Cl)C1=CC(=C(CNC[C@H]2CCC(N2)=O)C(=C1)OC)F (R)-5-(((4-(3-chloro-4-(2-chloro-3-((3-fluoro-4-(((2-hydroxyethyl)amino)methyl)pyridin-2-yl)amino)phenyl)pyridin-2-yl)-2-fluoro-6-methoxybenzyl)amino)methyl)pyrrolidin-2-one